FC1=C(C(=C(C=C1OC)OC)F)[C@H]1CCC=2C(=NNC2C1)C1=C(C=NN1CC)NC(C=C)=O (S)-N-(5-(6-(2,6-difluoro-3,5-dimethoxyphenyl)-4,5,6,7-tetrahydro-1H-indazol-3-yl)-1-ethyl-1H-pyrazol-4-yl)acrylamide